C(C=C)(=O)O.C(C=C)(=O)O.C(C=C)(=O)O.OCC(CC)(CO)CO 1,1,1-trishydroxymethylpropane triacrylate